bis(diethyl dithiocarbamate) Copper [Cu+2].C(C)N(C([S-])=S)CC.C(C)N(C([S-])=S)CC